[Cl-].C(CCC)N1C=[N+](C=C1)CCCNC(CCC(CCCC(C)C)C)CCCCC(CCCCCCCCCCCCCCCCCC)CCCCCCCCCCCCCCCCCC butyl-3-(3-((2,6-dimethyl-14-octadecyldotriacontan-9-yl)amino)propyl)-1H-imidazol-3-ium chloride